tert-butyl 4-(2-(4-chloro-2-fluorobenzyl)-4-fluorobenzo[d]oxazol-7-yl)-3,6-dihydropyridine-1(2H)-carboxylate ClC1=CC(=C(CC=2OC3=C(N2)C(=CC=C3C=3CCN(CC3)C(=O)OC(C)(C)C)F)C=C1)F